C[C@@H]1O[C@@H](CN(C1)C=1NC(C=C(N1)C1=NC2=CC(=NC=C2C=C1)CNC(OC(C)(C)C)=O)=O)C tert-butyl ((2-(2-((cis)-2,6-dimethylmorpholino)-6-oxo-1,6-dihydropyrimidin-4-yl)-1,6-naphthyridin-7-yl)methyl)carbamate